[Br-].CC=1C=C(C=C(C1)C)P(CCC(C)C)C1=CC(=CC(=C1)C)C bis(3,5-dimethylphenyl)isopentylphosphine bromide